N-(3-(5-(4-tert-butylphenyl)-1H-pyrazolo[3,4-b]pyridine-3-carbonyl)-2,4-difluorophenyl)propane-1-sulfonamide C(C)(C)(C)C1=CC=C(C=C1)C=1C=C2C(=NC1)NN=C2C(=O)C=2C(=C(C=CC2F)NS(=O)(=O)CCC)F